N1C(=NC2=C1C=CC=C2)CNC2=NC(=NN1C2=NC=C1C(F)(F)F)N1C[C@H](N[C@H](C1)C)C |r| N-(1H-benzimidazol-2-ylmethyl)-2-[rac-(3R,5S)-3,5-dimethylpiperazin-1-yl]-7-(trifluoromethyl)imidazo[2,1-f][1,2,4]triazin-4-amine